6-[5-bromo-1-(4-chloro-phenyl)-7-fluoro-1-hydroxy-3-oxo-1,3-dihydro-isoindol-2-ylmethyl]Nicotinonitrile BrC=1C=C2C(N(C(C2=C(C1)F)(O)C1=CC=C(C=C1)Cl)CC1=NC=C(C#N)C=C1)=O